(4-(isoquinolin-1-yl)pentyl)-4-methoxybenzenesulfonamide C1(=NC=CC2=CC=CC=C12)C(CCCC1=C(C=CC(=C1)OC)S(=O)(=O)N)C